(S)-N-(2-chloro-6-fluorophenyl)-4-(3-ethyl-3-(2-hydroxyethyl)ureido)-5-fluoro-2-((1,1,1-trifluoropropan-2-yl)oxy)benzamide ClC1=C(C(=CC=C1)F)NC(C1=C(C=C(C(=C1)F)NC(=O)N(CCO)CC)O[C@H](C(F)(F)F)C)=O